1,2-bis-O-dodecyl-sn-glycero-3-phosphocholine C(CCCCCCCCCCC)OC[C@@H](OCCCCCCCCCCCC)COP(=O)([O-])OCC[N+](C)(C)C